COC1=CC2=C(C3=C(C(N(C3)CC(C(=O)O)(C)C)=O)S2)C=C1OC 3-(6,7-dimethoxy-3-oxo-1,3-dihydro-2H-benzo[4,5]thieno[2,3-c]pyrrol-2-yl)-2,2-dimethylpropanoic acid